tert-butyldimethylchlorosilane chloride [Cl-].C(C)(C)(C)[Si](Cl)(C)C